6-((4-((S)-3-aminopiperidin-1-yl)-5-(1-isopropyl-1H-pyrazol-4-yl)pyridin-2-yl)amino)-2-(2-fluoro-6-methoxyphenyl)nicotinonitrile hydrochloride Cl.N[C@@H]1CN(CCC1)C1=CC(=NC=C1C=1C=NN(C1)C(C)C)NC1=NC(=C(C#N)C=C1)C1=C(C=CC=C1OC)F